FC=1C=C2C(=NNC2=C(C1)F)C=1CNCCC1 5,7-difluoro-3-(1,2,5,6-tetrahydropyridin-3-yl)-1H-indazole